ClC=1C=C(C=C(C1F)F)C(=O)N1CC(C(C12CCCC2)O)(F)F (3-chloro-4,5-difluorophenyl)(3,3-difluoro-4-hydroxy-1-azaspiro[4.4]nonan-1-yl)methanone